CC1=NN(C2=NC(=NC=C21)NC=2C(=CC=1N(C2)N=CN1)C)C1CC(C1)C 3-methyl-N-(7-methyl-[1,2,4]triazolo[1,5-a]pyridin-6-yl)-1-((1s,3s)-3-methylcyclobutyl)-1H-pyrazolo[3,4-d]pyrimidin-6-amine